CC1=C(C=C(C=C1)C=1C(=O)NC(C1)=O)C=1C(=O)NC(C1)=O 4-methyl-1,3-phenylene-bismaleimide